C(CCCCCCCCCCCCCCCCCCCCCCCCCCCC=C)(=O)O triacont-29-enoic acid